C(C=C)[C@@]1(C(O[C@@H]([C@H]1OCC1=CC=CC=C1)COCC1=CC=CC=C1)O)O (3R,4R,5R)-3-allyl-4-(benzyloxy)-5-((benzyloxy)methyl)tetrahydrofuran-2,3-diol